ClC=1C=C2C(=NC(N3C2=C(C1C1=C(C=C(C=C1)F)F)SCC3)=O)N3C1C(NCC3)CN(C1)S(=O)(=O)C 9-chloro-10-(2,4-difluorophenyl)-7-(6-(methylsulfonyl)octahydro-1H-pyrrolo[3,4-b]pyrazin-1-yl)-2,3-dihydro-5H-[1,4]thiazino[2,3,4-ij]quinazolin-5-one